OC1=CC(=C(CCNC(COCCOCCOC)=O)C=C1O)[N+](=O)[O-] N-(4,5-dihydroxy-2-nitrophenethyl)-2-(2-(2-methoxyethoxy)ethoxy)acetamide